N-(4,4-diethyl-7-(trifluoromethyl)-4H-chromeno[4,3-d]thiazol-2-yl)-3-methoxypyrazine-2-carboxamide C(C)C1(OC=2C=C(C=CC2C=2N=C(SC21)NC(=O)C2=NC=CN=C2OC)C(F)(F)F)CC